tert-butyl 4-((trans)-4-(4-amino-3-carbamoyl-1H-pyrazol-1-yl)cyclohexyl)piperazine-1-carboxylate NC=1C(=NN(C1)[C@@H]1CC[C@H](CC1)N1CCN(CC1)C(=O)OC(C)(C)C)C(N)=O